FC1=CC=C(CC2=CC3=C(OCC(N3)C)N=C2C(=O)NCC2CCOCC2)C=C1 7-(4-fluorobenzyl)-2-methyl-N-((tetrahydro-2H-pyran-4-yl)methyl)-2,3-dihydro-1H-pyrido[2,3-b][1,4]oxazine-6-carboxamide